CC1C2CCCC1CCC2 (1R,5S)-9-methylbicyclo[3.3.1]nonan